1-[(5-Bromo-1,3,4-thiadiazol-2-yl)methyl]-3-methyl-1,2,3,4-tetrahydropyrimidine-2,4-dione BrC1=NN=C(S1)CN1C(N(C(C=C1)=O)C)=O